[Cl-].NC1=C[N+](=NO1)C1=CC=CC=C1 5-amino-3-phenyl-1,2,3-oxadiazole-3-ium chloride